FC=1C=C(C(=O)NCC2=NC=C3C=CC(=NC3=C2)C2=NC(=CC=C2)N2CC3(CC3)C(CC2)O)C=C(C1)S(=O)(=O)C 3-fluoro-N-((2-(6-(8-hydroxy-5-azaspiro[2.5]octan-5-yl)pyridin-2-yl)-1,6-naphthyridin-7-yl)methyl)-5-(methylsulfonyl)benzamide